amino-2-methyl-6-(tetrahydro-2H-pyran-4-yl)pyrido[3,4-d]Pyridazine-1,7(2H,6H)-dione NC1=NN(C(C=2C1=CN(C(C2)=O)C2CCOCC2)=O)C